COC(=O)C1=CC2=C(NC(=N2)C2=NC(=CC(=C2)C2=C(C=C(C=C2)F)C2=NN=CN2C)C2CC2)C=C1 2-(6-cyclopropyl-4-(4-fluoro-2-(4-methyl-4H-1,2,4-triazol-3-yl)phenyl)pyridin-2-yl)-1H-benzo[d]imidazole-5-carboxylic acid methyl ester